FC(C=CCO)(F)F 4,4,4-trifluoro-2-butenol